(R)-2,3-dimethyl-6-(2-(1-methyl-1H-pyrazol-4-yl)morpholino)-8-(2,4,5-trifluorophenyl)pyrido[3,4-d]pyrimidin-4(3H)-one CC=1N(C(C2=C(N1)C(=NC(=C2)N2C[C@H](OCC2)C=2C=NN(C2)C)C2=C(C=C(C(=C2)F)F)F)=O)C